CC1=CC(=NC(=N1)N1C[C@@H](CC1)OCC1=C(C=CC=C1)C(F)(F)F)C(=O)O |r| (+-)-6-methyl-2-(3-((2-(trifluoromethyl)benzyl)oxy)pyrrolidin-1-yl)pyrimidine-4-carboxylic acid